FC1=C(C=C(C(=C1)F)O)B(O)O (2,4-difluoro-5-hydroxy-phenyl)boronic acid